tert-Butyl (S)-(1-(8-bromoimidazo[1,2-c]pyrimidin-5-yl)-3'-chloro-4'H,6'H-spiro[piperidine-4,5'-pyrrolo[1,2-b]pyrazol]-4'-yl)carbamate BrC=1C=2N(C(=NC1)N1CCC3([C@@H](C=4N(N=CC4Cl)C3)NC(OC(C)(C)C)=O)CC1)C=CN2